CN1C2=CC=CC=C2C=2C=CC(=CC12)NC1=NN2C(=NC=CC2=N1)C1=CC(=C(C(=C1)OC)OC)OC 9-methyl-N-(5-(3,4,5-trimethoxyphenyl)-[1,2,4]triazolo[1,5-c]pyrimidin-2-yl)-9H-carbazole-2-amine